2-(2,6-Dioxopiperidin-3-yl)-4-((3-(4-(6-(6-((R)-2-(3-fluorophenyl)pyrrolidin-1-yl)imidazo[1,2-b]pyridazin-3-yl)pyridin-2-yl)piperazin-1-yl)-8-oxooctyl)amino)isoindoline-1,3-dione O=C1NC(CCC1N1C(C2=CC=CC(=C2C1=O)NCCC(CCCCC=O)N1CCN(CC1)C1=NC(=CC=C1)C1=CN=C2N1N=C(C=C2)N2[C@H](CCC2)C2=CC(=CC=C2)F)=O)=O